CC1=C(C=CC(=C1)N=O)N=O 2-methyl-1,4-dinitrosobenzene